(S)-5-((1-(difluoromethyl)-1H-pyrazol-3-yl)ethynyl)-N-(2-hydroxy-3-phenylpropyl)-N-methylnicotinamide FC(N1N=C(C=C1)C#CC=1C=NC=C(C(=O)N(C)C[C@H](CC2=CC=CC=C2)O)C1)F